CN1C(C(CCC1=O)N1C(C2=CC=CC(=C2C1=O)OCC(=O)O)=O)=O 2-((2-(1-methyl-2,6-dioxopiperidin-3-yl)-1,3-dioxoisoindolin-4-yl)oxy)acetic acid